ClC=1C(=NC(=C(C1)C#N)Cl)NC=1C=C2C=C(C(N(C2=CC1)CC1COC1)=O)OCC(=O)NC 2-[[6-[(3,6-dichloro-5-cyano-2-pyridinyl)amino]-1-(oxetan-3-ylmethyl)-2-oxo-3-quinolinyl]oxy]-N-methylacetamide